3,3,4-trimethyldecane CC(CC)(C(CCCCCC)C)C